OC(COC1=CC=C(C=C1)N1C(C(=CC=C1C(F)(F)F)C(=O)N)=O)CN1CCOCC1 (4-(2-Hydroxy-3-morpholinopropoxy)phenyl)-2-oxo-6-(trifluoromethyl)-1,2-dihydropyridin-3-carboxamide